3-aminobutane-1,2-diol NC(C(CO)O)C